ethyl 2-(4-(4-(2-chloro-5-fluorophenoxy)piperidin-1-yl)phenyl)thiazole-4-carboxylate Ethyl-2-(4-bromophenyl)thiazole-4-carboxylate C(C)OC(=O)C=1N=C(SC1)C1=CC=C(C=C1)Br.ClC1=C(OC2CCN(CC2)C2=CC=C(C=C2)C=2SC=C(N2)C(=O)OCC)C=C(C=C1)F